NC(CC(CCCC(C(/C=C(/C(C(C(C(/C=C/CC/C=C/C(=O)O)OC)O)C)O)\C)C)=O)CC(=O)O)=O (2E,6E,12E)-19-(2-amino-2-oxoethyl)-9,11-dihydroxy-8-methoxy-10,12,14-trimethyl-15-oxohenicosa-2,6,12-trienedioic acid